FC(C=1NC(N(C(C1)=O)C1=CC(=C(C#N)C=C1F)OC1=C(C=CC=C1C)C)=O)(C1=CC=CC=C1)F 4-{4-[Difluoro(phenyl)methyl]-2,6-dioxo-3,6-dihydropyrimidin-1(2H)-yl}-2-(2,6-dimethylphenoxy)-5-fluorobenzonitrile